(S)-N-(1-methoxypropan-2-yl)-5-(3-((1-methylpiperidin-4-yl)oxy)quinoxalin-6-yl)-7H-pyrrolo[2,3-d]pyrimidin-2-amine COC[C@H](C)NC=1N=CC2=C(N1)NC=C2C=2C=C1N=C(C=NC1=CC2)OC2CCN(CC2)C